BrCCC1=CC=C(C=C1)C(=O)N1CCN(CC1)C1=CC=C(C=C1)OC (4-(2-Bromoethyl)phenyl)(4-(4-methoxyphenyl)piperazin-1-yl)methanone